2-(6,6-dimethyl-1-((2-(trimethylsilyl)ethoxy)methyl)-4,5,6,7-tetrahydro-1H-indazol-3-yl)-1-((2-(trimethylsilyl)ethoxy)methyl)-1H-indole-6-carboxylic acid CC1(CCC=2C(=NN(C2C1)COCC[Si](C)(C)C)C=1N(C2=CC(=CC=C2C1)C(=O)O)COCC[Si](C)(C)C)C